OC(=O)C(F)(F)F.O1CC(CCC1)C1N(OCC1)C(=O)C1CCN(CC1)C1=CC(=NC=N1)C(=O)N 6-[4-[3-tetrahydropyran-3-yl-isoxazolidine-2-carbonyl]-1-piperidinyl]pyrimidine-4-carboxamide TFA salt